3-(morpholinomethyl)-7-nitroquinolin-8-ol O1CCN(CC1)CC=1C=NC2=C(C(=CC=C2C1)[N+](=O)[O-])O